(2-oxabicyclo[2.1.1]hexane-1-yl)methane-d2-amine C12(OCC(C1)C2)C(N)([2H])[2H]